ClC1=NC=C2N(C(N(C2=N1)C1CCN(CC1)N=O)=O)C 2-chloro-7-methyl-9-(1-nitrosopiperidin-4-yl)-7,9-dihydro-8H-purin-8-one